ClC1=C(C=C(C(=O)N2CC=3N=C(N(C(C3C[C@H]2C)=O)C=2N(C(=CN2)C(=O)O)C)NC(C)C)C=C1)C(F)(F)F (R)-2-(7-(4-chloro-3-(trifluoromethyl)benzoyl)-2-(isopropylamino)-6-methyl-4-oxo-5,6,7,8-tetrahydropyrido[3,4-d]pyrimidin-3(4H)-yl)-1-methyl-1H-imidazole-5-carboxylic acid